FC(C(=O)N1[C@@H](CCC1)C(=O)NCCN1C=NC=2C=NC(=CC21)NC=2SC(=CN2)C2=NC=CC=C2F)=C (2S)-1-(2-fluoroprop-2-enoyl)-N-[2-[6-[[5-(3-fluoro-2-pyridyl)thiazol-2-yl]amino]imidazo[4,5-c]pyridin-1-yl]ethyl]pyrrolidine-2-carboxamide